C(C)C1=C(C(=C(C(=C1)C)CC)CC)O 2,5,6-triethyl-4-methylphenol